C(C)(C)C1=CC=C(C=CC2OCCCO2)C=C1 2-(4-isopropylstyryl)-1,3-dioxane